7-oxabicyclo-[2.2.1]-hept-5-ene-2,3-dicarboximide C12C3C(C(C=C1)O2)C(NC3=O)=O